2-Propenoic acid, 1,7,7-trimethyl-bicyclo[2.2.1]-hept-2-yl ester C(C=C)(=O)OC1C2(CCC(C1)C2(C)C)C